3-(2-(5-(Hydroxymethyl)furan-2-yl)imidazo[4,5-d]pyrrolo[2,3-b]pyridin-1(6H)-yl)pyrrolidin OCC1=CC=C(O1)C1=NC=2C(=C3C(=NC2)NC=C3)N1C1CNCC1